C(C)(C)(C)OC(=O)NC12CCC(CC1)(CC2)CN2N=CC=1CN(CC(C12)(C)C)C(=O)OC(C)(C)C Tert-butyl 1-((4-((tert-butoxycarbonyl) amino) bicyclo[2.2.2]oct-1-yl) methyl)-7,7-dimethyl-6,7-dihydro-1H-pyrazolo[4,3-c]pyridine-5(4H)-carboxylate